(4R)-ethyl 4-isobutyl-2-oxotetrahydrofuran-3-carboxylate C(C(C)C)[C@@H]1C(C(OC1)=O)C(=O)OCC